C1(CCCCC1)N1N=CC(=C1)C1=C2C(=NC=C1)NC=C2 4-(1-cyclohexyl-1H-pyrazol-4-yl)-1H-pyrrolo[2,3-b]pyridine